2-[4-[(2-hydroxy-3-(dodecyl)oxypropyl)oxy]-2-hydroxyphenyl]-4,6-bis(2,4-dimethylphenyl)-1,3,5-triazine OC(COC1=CC(=C(C=C1)C1=NC(=NC(=N1)C1=C(C=C(C=C1)C)C)C1=C(C=C(C=C1)C)C)O)COCCCCCCCCCCCC